C(C1=CC=CC=C1)OC(=O)N[C@@H](CCCCNC1=C(C(=O)OC)C=C(C=N1)[N+](=O)[O-])C(=O)OC Methyl (S)-2-((5-(((benzyloxy)carbonyl)amino)-6-methoxy-6-oxohexyl)amino)-5-nitronicotinate